C(#N)C1=C(N(N=C1C1=CC=C(C=C1)CC(NC1=CC(=NO1)C1CC12CC2)=O)C(C)C)NC(OC(C)(C)C)=O tert-Butyl N-[4-cyano-2-isopropyl-5-[4-[2-oxo-2-[(3-spiro[2.2]pentan-2-ylisoxazol-5-yl)amino]ethyl]phenyl]pyrazol-3-yl]carbamate